CSC(N)=N N-Z-2-methyl-isothiourea